ClC=1C=C2N=CC=3N(C2=CC1)C=CC3 7-chloropyrrolo[1,2-a]quinoxaline